5-cyanothiophene-2-carboxamide C(#N)C1=CC=C(S1)C(=O)N